N-{4-[5-(trifluoromethyl)-1,2,4-oxadiazol-3-yl]benzyl}-cyclopropanecarboxamide FC(C1=NC(=NO1)C1=CC=C(CNC(=O)C2CC2)C=C1)(F)F